NC=1N=NC(=CC1C=1CCN(CC1)C(=O)OC(C)(C)C)Cl tert-butyl 4-(3-amino-6-chloropyridazin-4-yl)-3,6-dihydropyridine-1(2H)-carboxylate